4,4'-(5-(indoline-1-ylsulfonyl)-7-oxabicyclo[2.2.1]hept-2-ene-2,3-diyl)diphenol N1(CCC2=CC=CC=C12)S(=O)(=O)C1C2C(=C(C(C1)O2)C2=CC=C(C=C2)O)C2=CC=C(C=C2)O